N-(4-(4-(2,3-dimethylphenyl)piperazin-1-yl)phenyl)-2,5-dimethylbenzenesulfonamide CC1=C(C=CC=C1C)N1CCN(CC1)C1=CC=C(C=C1)NS(=O)(=O)C1=C(C=CC(=C1)C)C